COC1=NC=C(C(=N1)OC)C=1C=C(C=2N(N1)C=CN2)[C@@H]2[C@H](C2)C2=CC1=C(C=N2)C=CN1CC(F)(F)F 6-(2,4-dimethoxypyrimidin-5-yl)-8-[(1S,2S)-2-[1-(2,2,2-trifluoroethyl)pyrrolo[3,2-c]pyridin-6-yl]cyclopropyl]imidazo[1,2-b]pyridazine